F[B-](F)(F)F.F[B-](F)(F)F.C12CCC(CC1)CC2 bicyclo[2.2.2]octane di(tetrafluoroborate)